(4-(4-amino-4-oxobutyl)-1-phenyl-1H-imidazol-2-yl)-3-(1-methyl-1H-pyrazol-4-yl)benzamide NC(CCCC=1N=C(N(C1)C1=CC=CC=C1)C1=C(C(=O)N)C=CC=C1C=1C=NN(C1)C)=O